(1R)-1-[6-(Trifluoromethyl)pyridin-3-yl]ethan-1-aminium chloride [Cl-].FC(C1=CC=C(C=N1)[C@@H](C)[NH3+])(F)F